(S)-3-amino-3-phenylpropanol N[C@@H](CCO)C1=CC=CC=C1